C(CC)[N+](C)(C)C propyl-trimethylammonium